2,3-dihydro-1H-benzo[d]imidazol-1-ylacetic acid N1(CNC2=C1C=CC=C2)CC(=O)O